3'-((2-(2-fluorophenyl)-4-((methylamino)methyl)-1H-pyrrol-1-yl)sulfonyl)-[1,1'-biphenyl]-3-carboxamide FC1=C(C=CC=C1)C=1N(C=C(C1)CNC)S(=O)(=O)C=1C=C(C=CC1)C1=CC(=CC=C1)C(=O)N